(3-Cyano-6-thiophen-2-yl-4-thiophen-3-yl-pyridin-2-yloxy)-phenyl-acetic acid allyl ester C(C=C)OC(C(C1=CC=CC=C1)OC1=NC(=CC(=C1C#N)C1=CSC=C1)C=1SC=CC1)=O